C(C)[C@@H]1[C@H](OC[C@H](C1)CC)CCC (2R,3S,5S)-3,5-diethyl-2-propyl-tetrahydropyran